N-(5-chloro-2,4-dimethoxyphenyl)-3-(indoline-1-carbonyl)-4-methylbenzenesulfonamide ClC=1C(=CC(=C(C1)NS(=O)(=O)C1=CC(=C(C=C1)C)C(=O)N1CCC2=CC=CC=C12)OC)OC